3-(4-fluorophenyl)-N-(3-fluoro-4-((5,6-dimethylpyrazolo[1,5-a]pyrimidin-7-yl)oxy)phenyl)-2,4-dioxo-1,2,3,4-tetrahydropyrimidine-5-carboxamide FC1=CC=C(C=C1)N1C(NC=C(C1=O)C(=O)NC1=CC(=C(C=C1)OC1=C(C(=NC=2N1N=CC2)C)C)F)=O